CN1CCN(CC1)CC1=C(C=C(C=C1)NC(OC1=CC=C(C=C1)[N+](=O)[O-])=O)C(F)(F)F 4-nitrophenyl (4-((4-methylpiperazin-1-yl)methyl)-3-(trifluoromethyl)phenyl)carbamate